chlorotoluene (chlorobenzilate) ClC1=CC=C(C=C1)C(O)(C1=CC=C(Cl)C=C1)C(=O)OCC.ClCC1=CC=CC=C1